2-(3,5-dichlorophenyl)-5-phenyl-N4-(piperidin-4-yl)pyrimidine-2,4-diamine ClC=1C=C(C=C(C1)Cl)C1(NC=C(C(=N1)NC1CCNCC1)C1=CC=CC=C1)N